(S)-N-(1-(4-chloro-3-fluorophenyl)pyrrolidin-3-yl)-N-methylmethanesulfonamide ClC1=C(C=C(C=C1)N1C[C@H](CC1)N(S(=O)(=O)C)C)F